1-(5-(4-amino-7-(2-hydroxyethyl)-7H-pyrrolo[2,3-d]pyrimidin-5-yl)-4-fluoroindolin-1-yl)-2-(2-fluoro-5-(tri-fluoromethyl)phenyl)-ethan-1-one NC=1C2=C(N=CN1)N(C=C2C=2C(=C1CCN(C1=CC2)C(CC2=C(C=CC(=C2)C(F)(F)F)F)=O)F)CCO